2-ethyl-3-(4-methylpiperazin-1-yl)quinoxaline C(C)C1=NC2=CC=CC=C2N=C1N1CCN(CC1)C